2-[6-amino-5-[8-[2-[3-(3-azatricyclo[4.2.1.02,5]nonan-3-yl)prop-1-ynyl]-4-pyridinyl]-3,8-diazabicyclo[3.2.1]oct-3-yl]pyridazin-3-yl]phenol NC1=C(C=C(N=N1)C1=C(C=CC=C1)O)N1CC2CCC(C1)N2C2=CC(=NC=C2)C#CCN2C1C3CCC(C1C2)C3